N1C(=NC=C1)C(C)NC(C1=CC(=C(C(=O)N[C@H](C)C2=CC(=NC3=CC=CC=C23)C=2C=NN(C2)C)C=C1)C)=O N4-(1-(1H-imidazol-2-yl)ethyl)-2-methyl-N1-((R)-1-(2-(1-methyl-1H-pyrazol-4-yl)quinolin-4-yl)ethyl)terephthalamide